[Zn+2].C1(=CC=CC=C1)C=1C=2C=CC(=CC3=CC=C(N3)C(=C3C=CC(C=C4C=CC1N4)=N3)C3=CC=CC=C3)N2 10,20-diphenylporphyrin zinc (II)